2-[[6,7-Dichloro-3-(1H-pyrazol-4-yl)-1H-indol-4-yl]oxy]acetonitrile ClC1=CC(=C2C(=CNC2=C1Cl)C=1C=NNC1)OCC#N